thioisatoic chloride C=1(C(=S)Cl)C(NC(=O)Cl)=CC=CC1